(R)-N-((3-ethynylthiophen-2-yl)methyl)-2-(9-(pyridin-2-yl)-6-oxaspiro[4.5]decan-9-yl)ethylamine hydrochloride Cl.C(#C)C1=C(SC=C1)CNCC[C@]1(CCOC2(CCCC2)C1)C1=NC=CC=C1